COC(=C)C1=CC=NC=2N=C(N=C(C21)N)NC2CCN(CC2)C 5-(1-methoxyvinyl)-N2-(1-methylpiperidin-4-yl)pyrido[2,3-d]pyrimidine-2,4-diamine